N-((3aR,4S,9R,9aR)-9-(hydroxymethyl)-2,2-dimethyloctahydro-5,9-epoxy[1,3]dioxolo[4,5-d]azocin-4-yl)acetamide OC[C@@]12[C@H]3[C@@H]([C@@H](C(NCC1)O2)NC(C)=O)OC(O3)(C)C